(6aR,10aR)-6,6,9-trimethyl-3-pentyl-6a,7,8,10a-tetrahydro-6H-benzo[c]chromen-1-yl pyrrolidine-3-carboxylate N1CC(CC1)C(=O)OC1=C2[C@H]3[C@H](C(OC2=CC(=C1)CCCCC)(C)C)CCC(=C3)C